4-hexyloxymethoxy-1-methylbutylmagnesium chloride C(CCCCC)OCOCCCC(C)[Mg]Cl